COC=1C=C2C(=CC=NC2=CC1)[C@@H]1OC[C@H](CO1)N 2-(6-methoxyquinolin-4-yl)-trans-1,3-dioxan-5-amine